3-cyclopropyl-5,6-dihydropyridine-1(2H)-carboxylic acid tert-butyl ester C(C)(C)(C)OC(=O)N1CC(=CCC1)C1CC1